BrCCCCCOC1=CC=C(C=C1)C(C)(C)C1=CC=C(OCC2=NC=NC=C2)C=C1 4-((4-(2-(4-((5-bromopentyl)oxy)phenyl)propan-2-yl)phenoxy)methyl)pyrimidine